CC=1OC=C(N1)C1=NN2C(=NC=3C=CC=CC3C2=N1)NC=1C(N=CC=CC1)=O (3R)-3-{[2-(2-methyl-1,3-oxazol-4-yl)[1,2,4]triazolo[1,5-c]quinazolin-5-yl]amino}azepin-2-one